ClC=1C(=CC=C2N=CC(=NC12)C=1C=NN(C1)CC1CC(C1)(O)C)OC=1C=CC2=C(NC(=N2)C)C1F 3-((4-(8-chloro-7-((7-fluoro-2-methyl-1H-benzo[d]imidazol-6-yl)oxy)quinoxalin-2-yl)-1H-pyrazol-1-yl)methyl)-1-methylcyclobutanol